C1(CCC1)C=1C(=NN2C1C=CC=C2)NC(CC(C)(C)C)=O N-(3-cyclobutylpyrazolo[1,5-a]pyridin-2-yl)-3,3-dimethylbutanamide